2-(((2R,3S,4R,5R)-5-(6-amino-2-chloro-9H-purin-9-yl)-3-ethynyl-3,4-dihydroxytetrahydrofuran-2-yl)methoxy)-2-(furan-3-ylmethyl)malonic acid NC1=C2N=CN(C2=NC(=N1)Cl)[C@H]1[C@@H]([C@@]([C@H](O1)COC(C(=O)O)(C(=O)O)CC1=COC=C1)(O)C#C)O